FC1=C2C=C(C=NC2=CC=C1F)CO (5,6-difluoro-3-quinolinyl)methanol